CP(=O)(C)C1=C(C=CC=C1)C(N1C[C@@H](N(C[C@H]1C)C(=O)OC(C)(C)C)C)C1=CC=C(C=C1)F tert-butyl (2S,5R)-4-((2-(dimethylphosphoryl) phenyl) (4-fluorophenyl) methyl)-2,5-dimethylpiperazine-1-carboxylate